Tert-butyl N-[[(2S)-oxiran-2-yl]methyl]carbamate O1[C@H](C1)CNC(OC(C)(C)C)=O